COC(=O)N1CC(C1)C1=NC(=NO1)C1=CC(=C(C(=C1)F)C)NC(=O)C1=CN=C2N1C=CC(=C2)C(N)=O 3-(3-(3-(7-carbamoyl-imidazo[1,2-a]pyridine-3-carboxamido)-5-fluoro-4-methylphenyl)-1,2,4-oxadiazol-5-yl)azetidine-1-carboxylic acid methyl ester